(S)-3-(1-(5-carbamoyl-pyridin-3-yl)pyrrolidin-3-yl)-4-methylbenzoic acid ethyl ester C(C)OC(C1=CC(=C(C=C1)C)[C@H]1CN(CC1)C=1C=NC=C(C1)C(N)=O)=O